(3aR,5r,6aS)-5-(4-fluorophenyl)octahydrocyclopenta[c]pyrrole monohydrochloride Cl.FC1=CC=C(C=C1)C1C[C@@H]2[C@@H](CNC2)C1